1-[3-cyano-4-(4-fluorophenyl)thiophen-2-yl]-3-[4-(pyrrolidin-1-yl)butyl]urea C(#N)C1=C(SC=C1C1=CC=C(C=C1)F)NC(=O)NCCCCN1CCCC1